ONC(/C=C/C1=C(C=CC=C1)N1CCC(CC1)NC(=O)C1=NN2C(C=CC=C2)=C1)=O (E)-N-(1-(2-(3-(hydroxyamino)-3-oxoprop-1-en-1-yl)phenyl)piperidin-4-yl)pyrazolo[1,5-a]pyridine-2-carboxamide